tris(2,2,6,6-tetramethyl-4-piperidyl)-2-hydroxypropane-1,2,3-tricarboxylate CC1(NC(CC(C1)OC(=O)CC(CC(=O)OC1CC(NC(C1)(C)C)(C)C)(C(=O)OC1CC(NC(C1)(C)C)(C)C)O)(C)C)C